tert-butyl N-[(2R,3R)-7-(5-tert-butyl-1,3,4-oxadiazol-2-yl)-5-[(4-chlorophenyl)methyl]-8-fluoro-2-methyl-4-oxo-2,3-dihydro-1,5-benzothiazepin-3-yl]carbamate C(C)(C)(C)C1=NN=C(O1)C=1C(=CC2=C(N(C([C@H]([C@H](S2)C)NC(OC(C)(C)C)=O)=O)CC2=CC=C(C=C2)Cl)C1)F